5-methyl-4-oxo-7-{3-[(pyridin-3-yl)amino]azetidin-1-yl}-1-(1,2,4-thiadiazol-5-yl)-1,2-dihydro-1,8-naphthyridine-3-carboxylic acid CC1=C2C(C(CN(C2=NC(=C1)N1CC(C1)NC=1C=NC=CC1)C1=NC=NS1)C(=O)O)=O